6-chloro-4-((2-methoxy-3-(5-(tetrahydrofuran-3-yl)pyrimidin-2-yl)phenyl)amino)-N-(methyl-d3)pyridazine-3-carboxamide ClC1=CC(=C(N=N1)C(=O)NC([2H])([2H])[2H])NC1=C(C(=CC=C1)C1=NC=C(C=N1)C1COCC1)OC